amyl-1,3,5-trimethyl-2,4,6-tris(3,5-di-t-butyl-4-hydroxybenzyl)benzene C(CCCC)C1(C(C(=C(C(=C1CC1=CC(=C(C(=C1)C(C)(C)C)O)C(C)(C)C)C)CC1=CC(=C(C(=C1)C(C)(C)C)O)C(C)(C)C)C)CC1=CC(=C(C(=C1)C(C)(C)C)O)C(C)(C)C)C